8-methoxy-3-[3-(2,2,3,3,3-pentafluoropropyl)-1,2-oxazol-5-yl]-2-(trifluoromethyl)-4H-pyrido[1,2-a]pyrimidin-4-one COC1=CC=2N(C(C(=C(N2)C(F)(F)F)C2=CC(=NO2)CC(C(F)(F)F)(F)F)=O)C=C1